(3R,4R)-4-{[5-(2,4-difluoro-phenyl)-isoxazole-3-carbonyl]-amino}-1-(4-fluoro-cyclohexyl)-piperidine-3-carboxylic acid dimethylamide CN(C(=O)[C@@H]1CN(CC[C@H]1NC(=O)C1=NOC(=C1)C1=C(C=C(C=C1)F)F)C1CCC(CC1)F)C